6-(2-(2,2-difluoropropoxy)pyrimidin-5-yl)-2-((2-ethylthiazol-5-yl)methyl)pyridazin-3(2H)-one FC(COC1=NC=C(C=N1)C=1C=CC(N(N1)CC1=CN=C(S1)CC)=O)(C)F